ClC=1C=CC(=C(C1)O)C1=NN=C(C=2N1C=CN2)N[C@H]2CN(CCC2)C 5-chloro-2-[8-[[(3R)-1-methyl-3-piperidinyl]amino]imidazo[1,2-d][1,2,4]triazin-5-yl]phenol